(S)-N-(1-(6,7-difluoro-4-oxo-3,4-dihydrophthalazin-1-yl)ethyl)-5-fluoro-N-methyl-1H-indole-2-carboxamide FC=1C=C2C(NN=C(C2=CC1F)[C@H](C)N(C(=O)C=1NC2=CC=C(C=C2C1)F)C)=O